(M)-2-(2-acryloyl-2,6-diazaspiro[3.4]octan-6-yl)-4-(1,6-dimethyl-1H-indazol-7-yl)-7,7-dimethyl-6,7-dihydro-5H-cyclopenta[b]pyridine-3-carbonitrile C(C=C)(=O)N1CC2(C1)CN(CC2)C2=C(C(=C1C(=N2)C(CC1)(C)C)C=1C(=CC=C2C=NN(C12)C)C)C#N